C1(=CCCCC1)C=1C2=C(N=CN1)NC=C2 4-(Cyclohex-1-en-1-yl)-7H-pyrrolo[2,3-d]pyrimidine